CC1=CC=C(C=C1)S(=O)(=O)N[C@@H](CC1=CC=CC=C1)C(=O)O (p-Toluenesulfonyl)-L-phenylalanine